4-boc-1-(aminomethyl)piperidine C(=O)(OC(C)(C)C)C1CCN(CC1)CN